FC=1C=C(C=CC1)N1C[C@@H](CCC1)NC1=CC(=NC=N1)N1CCN(CC1)CC=O 2-(4-(6-(((R)-1-(3-fluorophenyl)piperidin-3-yl)amino)pyrimidin-4-yl)piperazin-1-yl)ethan-1-one